1-methyl-1H-indazole-4-sulfonic acid CN1N=CC=2C(=CC=CC12)S(=O)(=O)O